C(C)C(=O)NC1S(CCC1)(=O)=O N-(ethylcarbonyl)aminotetrahydrothiophene-1,1-dioxide